N-(2-chloro-3-nitropyridin-4-yl)propane-1-sulfonamide ClC1=NC=CC(=C1[N+](=O)[O-])NS(=O)(=O)CCC